C(C)C=1N(C=2N(C(C1N1C[C@H](NCC1)C)=O)N=C(N2)C2=CCC(CC2)OC)CC(=O)NC2=C(C(=C(C=C2)C(F)(F)F)F)C 2-(5-ethyl-2-(4-methoxycyclohex-1-en-1-yl)-6-((R)-3-methylpiperazin-1-yl)-7-oxo-[1,2,4]triazolo[1,5-a]pyrimidin-4(7H)-yl)-N-(3-fluoro-2-methyl-4-(trifluoromethyl)phenyl)acetamide